O=C1N(C(C=C1)=O)CCOCCOCCC(NC(C(NC(C(=O)N)CCCNC(=O)N)=O)C(C)C)=O 15-(2,5-dioxo-2,5-dihydro-1H-pyrrol-1-yl)-5-isopropyl-4,7-dioxo-2-(3-ureidopropyl)-10,13-Dioxa-3,6-diazapentadecanamide